NCCCOC1=C(C=CC=C1)C1=CC(=NO1)NC=1N=CC(=NC1)C#N 5-(5-(2-(3-aminopropoxy)phenyl)isoxazol-3-ylamino)pyrazine-2-carbonitrile